FC(C(F)(F)F)(F)C1CC=2N(CC1)N=NC2C(=O)O 5-(1,1,2,2,2-pentafluoroethyl)-4,5,6,7-tetrahydrotriazolo[1,5-a]pyridine-3-carboxylic acid